2,2'-dimethyl-[1,1'-biphenyl]-3,3'-dicarboxaldehyde CC1=C(C=CC=C1C=O)C1=C(C(=CC=C1)C=O)C